5-[4-[(3S)-1-(3-fluoropropyl)pyrrolidin-3-yl]oxyphenyl]-4-(1H-indol-5-yl)-7-methyl-2,3-dihydro-1-benzoxepin-8-ol FCCCN1C[C@H](CC1)OC1=CC=C(C=C1)C1=C(CCOC2=C1C=C(C(=C2)O)C)C=2C=C1C=CNC1=CC2